3-(3-(2,6-dioxopiperidin-3-yl)-2-methylquinolin-7-yl)propanoic acid O=C1NC(CCC1C=1C(=NC2=CC(=CC=C2C1)CCC(=O)O)C)=O